monoglyceryl palmitate C(CCCCCCCCCCCCCCC)(=O)OCC(O)CO